4-(benzylthio)-2,3,5,6-tetrafluorophenyl azetidine-1-carboxylate N1(CCC1)C(=O)OC1=C(C(=C(C(=C1F)F)SCC1=CC=CC=C1)F)F